[3-[4-(2-chloro-4-methylsulfonyl-phenyl)phenyl]azetidin-1-yl]-(2,2-dioxo-2lambda6-thia-6-azaspiro[3.3]heptan-6-yl)methanone ClC1=C(C=CC(=C1)S(=O)(=O)C)C1=CC=C(C=C1)C1CN(C1)C(=O)N1CC2(CS(C2)(=O)=O)C1